7-(4-bromo-3-chloro-benzoyl)-2-[4-(oxetan-3-yloxy)phenyl]-3-oxo-N-[rac-(1S)-1-phenylethyl]-6,8-dihydro-5H-imidazo[1,5-a]pyrazine-1-carboxamide BrC1=C(C=C(C(=O)N2CC=3N(CC2)C(N(C3C(=O)N[C@@H](C)C3=CC=CC=C3)C3=CC=C(C=C3)OC3COC3)=O)C=C1)Cl |r|